6,7-dimethoxy-1-(furan-2-yl)-3,4-dihydro-isoquinoline COC=1C=C2CCN=C(C2=CC1OC)C=1OC=CC1